BrC1=CC=CC=2N(C=NC21)C 4-Bromo-1-methyl-benzimidazole